3,6-diacetoxyfluoran CC(=O)OC1=CC2=C(C=C1)C3(C4=C(O2)C=C(C=C4)OC(=O)C)C5=CC=CC=C5C(=O)O3